NC(C(=O)[O-])CCC(=O)[O-].[Na+].[Na+] sodium aminoglutarate